Cl.C1(CCCCC1)NC1=C(C=C(C=C1)S(=O)(=O)NC)C=1N=NN(N1)C1CCNCC1 4-(cyclohexylamino)-N-methyl-3-(2-(piperidin-4-yl)-2H-tetrazol-5-yl)benzenesulfonamide hydrochloride